C(C)(=O)N([C@@H](CO)C(=O)O)C1[C@@H](N)[C@H](O)[C@H](O)[C@@H](O1)CO acetyl-L-galactosaminyl-L-serine